C(C)(C)(C)C12CN(CC(CC1)N2C(=O)O)C=2C1=C(N=C(N2)OCC2N(C(CC2)CO)C)C(=C(N=C1)Cl)F.C1([C@@H](O)[C@H](O)[C@H](O)[C@@H](O1)C)[C@@]1(C(O)O[C@@H]([C@H]([C@@]1(O)C1[C@@H](O)[C@H](O)[C@H](O)[C@@H](O1)C)O[C@H]1[C@H](O)[C@@H](O)[C@@H](O)[C@H](O1)CO)CO)O 2,3-difucosyl-lactose tert-butyl-3-[7-chloro-8-fluoro-2-[[5-(hydroxymethyl)-1-methyl-pyrrolidin-2-yl]methoxy]pyrido[4,3-d]pyrimidin-4-yl]-3,8-diazabicyclo[3.2.1]octane-8-carboxylate